[F-].P(=O)([O-])([O-])[O-].[V+5].[K+] Potassium vanadium phosphate fluoride